O1C(=CC=C1)C=1C=C2C=3C(=C(C(=C(C3NC2=CC1)C(=O)OCC)C(=O)OCC)C(=O)OCC)C(=O)OCC tetraethyl 6-(furan-2-yl)-9H-carbazole-1,2,3,4-tetracarboxylate